pentaene-3-carbaldehyde C=CC(CC)C=O